(R)-N-(2-oxo-2-((6-(trifluoromethoxy)benzo[d]thiazol-2-yl)amino)ethyl)morpholine-3-carboxamide O=C(CNC(=O)[C@@H]1NCCOC1)NC=1SC2=C(N1)C=CC(=C2)OC(F)(F)F